4-(N-(3,5-dichloro-4-(trifluoromethyl)phenyl)sulfamoyl)-2,5-dimethyl-1H-pyrrole-3-carboxylic acid ClC=1C=C(C=C(C1C(F)(F)F)Cl)NS(=O)(=O)C=1C(=C(NC1C)C)C(=O)O